C(C)OC1=CC(=C(CCNC(C)=O)C=C1OC)C(\C=C\C1=CC(=CC=C1)OCC#C)=O (E)-N-(4-ethoxy-5-methoxy-2-(3-(3-(prop-2-yn-1-yloxy)phenyl)acryloyl)phenethyl)acetamide